Cl.NC[C@H](C(=O)OCC)NC(=O)OCC1=CC=CC=C1 (R)-ethyl 3-amino-2-(CBZ-amino)propanoate HCl